C(C)C(CC=1NC(=CC1)CC(CCCC)CC)CCCC 2,5-bis-(2-ethyl-hexyl)pyrrole